C(C)C1=C(C=NC=C1)C1=C2C=C(NC2=C(C(=C1)C=1C[C@H](CCC1)C(=O)O)F)C(=O)N1CCN(CC1)C1=NC=C(C=C1OC)F (1S)-3-[4-(4-ethyl-3-pyridyl)-7-fluoro-2-[4-(5-fluoro-3-methoxy-2-pyridyl)piperazine-1-carbonyl]-1H-indol-6-yl]cyclohex-3-ene-1-carboxylic acid